3-bromo-5-(3-chloro-2-fluorophenoxy)-1-(2-fluoroethyl)-1H-1,2,4-triazole BrC1=NN(C(=N1)OC1=C(C(=CC=C1)Cl)F)CCF